NC1=NN(C2=CC(=CC=C12)Cl)C([C@H](COC1=CC=CC=C1)C)=O (S)-1-(3-Amino-6-chloro-1H-indazol-1-yl)-2-methyl-3-phenoxypropan-1-one